C1(=CC=CC=C1)C=1N=CN(C1)CC1CCOCC1 4-phenyl-1-(tetrahydropyran-4-ylmethyl)imidazole